6-(2,4-dimethoxyphenyl)-2-bromopyridine COC1=C(C=CC(=C1)OC)C1=CC=CC(=N1)Br